2-[6-(4-chloro-2-fluorophenyl)pyridin-2-yl]-2,2-difluoroacetic acid ClC1=CC(=C(C=C1)C1=CC=CC(=N1)C(C(=O)O)(F)F)F